7-benzyl 5-(tert-butyl) 2-(2-acetoxy-4-(2,2,2-trifluoroethyl)phenyl)-3,4,5a,6,8,9-hexahydro-2H-1,2,5,7-tetraazabenzo[cd]azulene-5,7-dicarboxylate C(C)(=O)OC1=C(C=CC(=C1)CC(F)(F)F)N1N=C2CCN(CC3C2=C1CCN3C(=O)OC(C)(C)C)C(=O)OCC3=CC=CC=C3